C(C)OC1=C(C=C(C=N1)C1=CC(=C2C(=N1)N=C(N2)C=2N=CC(=NC2)N2CCC(CC2)C(=O)OCC)N(C)CC2(CCC2)COC)C(F)(F)F Ethyl 1-(5-{5-[6-ethoxy-5-(trifluoromethyl)pyridin-3-yl]-7-[{[1-(methoxymethyl)cyclobutyl]methyl}(methyl)amino]-1H-imidazo[4,5-b]pyridin-2-yl} pyrazin-2-yl)piperidine-4-carboxylate